tert-butyl (5R,6S)-2,2-difluoro-6-methyl-5-(((4-methyl-5-(trifluoromethyl)pyrimidin-2-yl)amino)methyl)morpholine-4-carboxylate FC1(CN([C@@H]([C@@H](O1)C)CNC1=NC=C(C(=N1)C)C(F)(F)F)C(=O)OC(C)(C)C)F